((1E,2E-ethane-1,2-diylidene)bis-(azaneylylidene))bis(2-hydroxybenzoic acid) C(\C=N\C=1C(=C(C(=O)O)C=CC1)O)=N/C=1C(=C(C(=O)O)C=CC1)O